C(C)C1=NC(=NO1)C=1C=C2CC[C@H](C2=CC1)NC(C1=NC=CC=C1)=O (R)-N-(5-(5-ethyl-1,2,4-oxadiazol-3-yl)-2,3-dihydro-1H-inden-1-yl)picolinamide